O[C@@H]1[C@H](N(CC1)C1=NC(=CC(=C1)C(F)(F)F)C)C(=O)N(C=1C=C(C=CC1)C)C (2S,3S)-3-hydroxy-N-methyl-1-(6-methyl-4-(trifluoromethyl)pyridin-2-yl)-N-(m-tolyl)pyrrolidine-2-carboxamide